C(C)OC(C[C@H]1CCC2=C1NC=1C=CC(=CC21)OCC2=CC(=C(C=C2)C2CCCC2)C(F)(F)F)=O |r| (R/S)-2-(7-(4-cyclopentyl-3-(trifluoromethyl)benzyloxy)-1,2,3,4-tetrahydrocyclopenta[B]indol-3-yl)acetic acid ethyl ester